CC1NCCC(C1)C(=O)NC1=CC(=CC=C1)C(F)(F)F 2-methyl-N-(3-(trifluoromethyl)phenyl)piperidine-4-carboxamide